methacrylic acid-3,3-dimethyl-4-oxo-amyl ester CC(CCOC(C(=C)C)=O)(C(C)=O)C